zinc bis(benzenesulphinate) C1(=CC=CC=C1)S(=O)[O-].C1(=CC=CC=C1)S(=O)[O-].[Zn+2]